4-(4-(difluoromethoxy)phenyl)-N6-(2-((2R,6S)-2,6-dimethylmorpholino)-5-fluoropyrimidin-4-yl)-N3-methylpyridazine-3,6-diamine FC(OC1=CC=C(C=C1)C1=C(N=NC(=C1)NC1=NC(=NC=C1F)N1C[C@H](O[C@H](C1)C)C)NC)F